ClC=1C(=NC(=NC1)NC1=CC(=CC=C1)N1CCOCC1)NC1=C(C(=O)NOC)C=CC=C1 2-((5-chloro-2-((3-morpholinophenyl)amino)pyrimidin-4-yl)amino)-N-methoxybenzamide